CN1N=NC=2C1=NC=C(C2C)C(O)C=2C=C(C1=C(C=CS1)C2)COCC2=CC=C(C=C2)OC (3,7-Dimethyl-3H-[1,2,3]triazolo[4,5-b]pyridin-6-yl)(7-{[(4-methoxybenzyl)oxy]methyl}-1-benzothiophen-5-yl)methanol